BrC1=C(C=C2C(=CN(C2=C1)C1CCC1)[C@@H](C(F)F)N)F (S)-1-(6-bromo-1-cyclobutyl-5-fluoro-1H-indol-3-yl)-2,2-difluoroethan-1-amine